1-benzyl-3-hydroxypropyl-imidazole-glutamic acid N[C@@H](CCC(=O)O)C(=O)O.C(C1=CC=CC=C1)C(CCO)C=1NC=CN1